6-(3-Methoxyphenyl)-N-[(2-oxo-1H-pyridin-3-yl)sulfonyl]-2-[(4S)-2,2,4-trimethylpyrrolidin-1-yl]pyridin-3-carboxamid COC=1C=C(C=CC1)C1=CC=C(C(=N1)N1C(C[C@@H](C1)C)(C)C)C(=O)NS(=O)(=O)C=1C(NC=CC1)=O